(R)-1-(5-bromopyrimidin-2-yl)-N-(1-(6-oxo-5-(trifluoromethyl)-1,6-dihydropyridin-3-yl)ethoxy)-1,2,3,6-tetrahydropyridine-4-carboxamide BrC=1C=NC(=NC1)N1CCC(=CC1)C(=O)NO[C@H](C)C1=CNC(C(=C1)C(F)(F)F)=O